1-(4-fluorophenyl)-3-(furan-3-yl)-1H-pyrazole FC1=CC=C(C=C1)N1N=C(C=C1)C1=COC=C1